2-[(6-Ethyl-4-phenylquinolin-2-yl)(methyl)amino]acetic acid C(C)C=1C=C2C(=CC(=NC2=CC1)N(CC(=O)O)C)C1=CC=CC=C1